CC1=C(C=CC(=C1)S(=O)(=O)C)C1=CCCCCN1C=O 7-(2-methyl-4-(methylsulfonyl)phenyl)-2,3,4,5-tetrahydro-1H-azepine-1-carbaldehyde